3-[(2S)-2-(3-pyridyl)-1,2,3,6-tetrahydropyridin-4-yl]pyridine N1=CC(=CC=C1)[C@H]1NCC=C(C1)C=1C=NC=CC1